dimethyl-propenylurea CN(C(NC=CC)=O)C